3-hydroxy-6-methylbenzo[d][1,2,3]triazin-4(3H)-one ON1N=NC2=C(C1=O)C=C(C=C2)C